1-[2-(4-cyclopropyl-6-methoxy-pyrimidin-5-yl)-6-[[4-[1-cyclopropyl-4-(trifluoromethyl)imidazol-2-yl]phenyl]methoxy]pyrimidin-4-yl]ethanol C1(CC1)C1=NC=NC(=C1C1=NC(=CC(=N1)C(C)O)OCC1=CC=C(C=C1)C=1N(C=C(N1)C(F)(F)F)C1CC1)OC